2,3,6,7,8,9-hexahydro-[1,4]-dioxino[2,3-g]isoquinoline O1CCOC=2C1=CC=1CCNCC1C2